bis(5-amino-2-pyridinyl)-ethylenediamine NC=1C=CC(=NC1)NCCNC1=NC=C(C=C1)N